FC=1C=C(CNC2=CC3=CC(N=C3C=C2)=O)C=C(C1)F 5-((3,5-difluorobenzyl)amino)indol-2-one